FC1=C(C(=CC=C1)F)C1CCC(CC1)C1=CC=2C(=NC(=CN2)C)N(C1=O)CC1=NC=CC=C1CC(F)(F)F 7-((1r,4r)-4-(2,6-difluorophenyl)cyclohexyl)-3-methyl-5-((3-(2,2,2-trifluoroethyl)pyridin-2-yl)methyl)pyrido[2,3-b]pyrazin-6(5H)-one